1,2,2,6,6-pentamethyl-piperidine CN1C(CCCC1(C)C)(C)C